9-benzyl-8-(4-(2-bromoethoxy)-2-chlorophenyl)-6-(1-methylcyclopropoxy)-9H-purine C(C1=CC=CC=C1)N1C2=NC=NC(=C2N=C1C1=C(C=C(C=C1)OCCBr)Cl)OC1(CC1)C